2-(2-((1,1-dimethylethyl)sulfonamido)thiazol-4-yl)-2-methyl-N-(4-(6-(trifluoromethyl)pyrazin-2-yl)phenyl)propanamide CC(C)(C)S(=O)(=O)NC=1SC=C(N1)C(C(=O)NC1=CC=C(C=C1)C1=NC(=CN=C1)C(F)(F)F)(C)C